N-(2,4-dibromo-6-fluorophenyl)-2,2,2-trifluoroacetamide BrC1=C(C(=CC(=C1)Br)F)NC(C(F)(F)F)=O